4-(1-(3,8-Diazabicyclo[3.2.1]octan-8-yl)-3-((S)-3-(diethylamino)pyrrolidin-1-yl)-5-fluoro-7,9-dihydrofuro[3,4-f]quinazolin-6-yl)-2-amino-7-fluorothieno[3,2-c]pyridine-3-carbonitrile C12CNCC(CC1)N2C2=NC(=NC=1C(=C(C3=C(C21)COC3)C3=NC=C(C2=C3C(=C(S2)N)C#N)F)F)N2C[C@H](CC2)N(CC)CC